NCCOC=1C=C(CC=2C=C3C(=NNC3=CC2)NC2=NC(=NC(=C2)Cl)Cl)C=C(C1)F 5-(3-(2-aminoethoxy)-5-fluorobenzyl)-N-(2,6-dichloropyrimidin-4-yl)-1H-indazol-3-amine